Cl.CN(CCCCl)C 3-(dimethylamino)-1-chloropropane hydrochloride